tert-butyl (R)-(1-(2-aminopyridin-4-yl)ethyl)carbamate NC1=NC=CC(=C1)[C@@H](C)NC(OC(C)(C)C)=O